tert-butyl (1-((1-(4-(1-cyclopropoxy-1-phenyl-2-((tetrahydro-2H-pyran-2-yl)oxy)ethyl)-6-iodoquinazolin-2-yl)piperidin-4-yl)methyl)-4-methylpiperidin-4-yl)carbamate C1(CC1)OC(COC1OCCCC1)(C1=CC=CC=C1)C1=NC(=NC2=CC=C(C=C12)I)N1CCC(CC1)CN1CCC(CC1)(C)NC(OC(C)(C)C)=O